tris(4,4-bis(mercaptomethylthio)-3-thiabutyl)methane SCSC(SCCC(CCSC(SCS)SCS)CCSC(SCS)SCS)SCS